(3R*,4R*)-1-Cyclohexyl-4-{[5-(2,4-difluoro-phenyl)-isoxazole-3-carbonyl]-amino}-piperidine-3-carboxylic acid (pyridin-4-ylmethyl)-amide N1=CC=C(C=C1)CNC(=O)[C@@H]1CN(CC[C@H]1NC(=O)C1=NOC(=C1)C1=C(C=C(C=C1)F)F)C1CCCCC1 |o1:10,15|